COC(=O)C=1C=NC(=CC1)C1=CC=C(C=C1)NCC(C)C 6-[4-(Isobutylamino)phenyl]pyridine-3-carboxylic acid methyl ester